CC1=C(C=CC(=C1)N)NC(=O)C N-(4-amino-2-methyl-phenyl)-acetamide